(1R,2R)-2-methyl-N-[5-[2-methyl-5-[[(1R,4R)-5-oxa-2-azabicyclo[2.2.1]heptan-4-yl]methoxy]-4-pyridyl]pyrazolo[1,5-a]pyridin-2-yl]cyclopropanecarboxamide C[C@H]1[C@@H](C1)C(=O)NC1=NN2C(C=C(C=C2)C2=CC(=NC=C2OC[C@@]23CN[C@@H](CO2)C3)C)=C1